N-(2-(azetidin-3-yl)ethyl)-1,1,1-trifluoromethanesulfonamide trifluoroacetate FC(C(=O)O)(F)F.N1CC(C1)CCNS(=O)(=O)C(F)(F)F